3-(4-aminophenyl)-N-(4-chlorophenyl)-N-methyl-imidazo[1,2-a]pyrazine-6-carboxamide NC1=CC=C(C=C1)C1=CN=C2N1C=C(N=C2)C(=O)N(C)C2=CC=C(C=C2)Cl